4-cumenyl-(4-tolyl)iodonium tetrakis(pentafluorophenyl)borate FC1=C(C(=C(C(=C1[B-](C1=C(C(=C(C(=C1F)F)F)F)F)(C1=C(C(=C(C(=C1F)F)F)F)F)C1=C(C(=C(C(=C1F)F)F)F)F)F)F)F)F.C1(=CC=C(C=C1)[I+]C1=CC=C(C=C1)C)C(C)C